5-methylpyrimidin CC=1C=NC=NC1